CC(CCCCC=C)[Si](OCC)(OCC)OCC 1-methyl-6-heptenyltriethoxysilane